N-(2-cyclopropoxy-4-iodo-5-methylphenyl)-N-{2H,3H-furo[2,3-b]pyridin-6-yl}but-2-ynamide C1(CC1)OC1=C(C=C(C(=C1)I)C)N(C(C#CC)=O)C1=CC=C2C(=N1)OCC2